FC1=C(C=CC=C1F)N1CCC(CC1)NC1=C2C(=NC3=CC(=C(N=C13)OC)COCCN1CCCC1)CCCCC2 1-(2,3-difluorophenyl)-N-(2-methoxy-3-{[2-(pyrrolidin-1-yl)ethoxy]methyl}-6H,7H,8H,9H,10H-cyclohepta[b]1,5-naphthyridin-11-yl)piperidin-4-amine